Methyl 2-{[(2E)-1-phenylpyrrolidin-2-ylidene]amino}thiophene-3-carboxylate C1(=CC=CC=C1)N1\C(\CCC1)=N\C=1SC=CC1C(=O)OC